C1CC12CCN(CC2)C2=C(C=CC(=C2)Br)C2=NC(=NO2)C2=CC=CC(=N2)N2CCOCC2 4-[6-[5-[2-(6-azaspiro[2.5]oct-6-yl)-4-bromo-phenyl]-1,2,4-oxadiazol-3-yl]-2-pyridinyl]morpholine